COC(C=C)=O.COC monomethyl ether (methyl)acrylate